OC1C(C2CCC3(C4(CCC5(CCC(C(C5C4=CCC3C2(CC1O)C)C)C)C(=O)O)C)C)(C)CO 10,11-dihydroxy-9-(hydroxymethyl)-1,2,6a,6b,9,12a-hexamethyl-2,3,4,5,6,6a,7,8,8a,10,11,12,13,14b-tetradecahydro-1H-picene-4a-carboxylic acid